Cl.N[C@@H](C(=O)N[C@H](C(=O)NCC1=C(C(=CC(=C1)Cl)C)O)C)CCC1=CC=CC=C1 (R)-2-amino-N-((S)-1-((5-chloro-2-hydroxy-3-methylbenzyl)amino)-1-oxopropan-2-yl)-4-phenylbutanamide hydrochloride